CC1(CC(N(O1)CC1=CC=C(C=C1)C1=NOC(=N1)C(F)(F)F)=O)C 5,5-dimethyl-2-[[4-[5-(trifluoromethyl)-1,2,4-oxadiazol-3-yl]phenyl]methyl]-isoxazolidin-3-one